(4-(1-methylcyclopropyl)phenyl)(1-oxa-6-azaspiro[2.5]oct-6-yl)methanone CC1(CC1)C1=CC=C(C=C1)C(=O)N1CCC2(CO2)CC1